C(C1=CC=CC=C1)OC1=C(C=C(C=C1)CC=1C=C(C=CC1Cl)C1C(C(C(C(O1)O)O)O)O)F 6-[3-[(4-benzyloxy-3-fluoro-phenyl)methyl]-4-chloro-phenyl]tetrahydropyran-2,3,4,5-tetraol